(8R,9aS)-8-(2,3-dichloro-6-hydroxyphenyl)-2,2-dimethyl-hexahydro-3aH-[1,3]dioxolo[4,5-g]indolizin-5-one ClC1=C(C(=CC=C1Cl)O)[C@H]1C[C@H]2C3C(CC(N2C1)=O)OC(O3)(C)C